(1R,3S)-3-amino-cyclohexanol N[C@@H]1C[C@@H](CCC1)O